NC=1C=C(C=C(C1OC)C1=NC=CC=N1)CCOCC1=CC=CC(=N1)NC(OC(C)(C)C)=O tert-butyl (6-((2-(3-amino-4-methoxy-5-(pyrimidin-2-yl)phenyl)ethoxy)methyl)pyridin-2-yl)carbamate